3-[2-(2-hydroxyethylsulfonyl)phenyl]-[1,2,4]triazol OCCS(=O)(=O)C1=C(C=CC=C1)C1=NNC=N1